CC1=CC=NN1 5-methyl-1H-pyrazole